C(C)(C)(C)OC(=O)N1C=CC2=C1N=C(N=C2N(C(=O)OC(C)(C)C)C(=O)OC(C)(C)C)C 4-(bis(tert-butoxycarbonyl)amino)-2-methyl-7H-pyrrolo[2,3-d]pyrimidine-7-carboxylic acid tert-butyl ester